1-benzyl-4-[5-fluoro-6-(1-methyl-1H-pyrrol-2-yl)pyridin-3-yl]piperidine-4-carbonitrile C(C1=CC=CC=C1)N1CCC(CC1)(C#N)C=1C=NC(=C(C1)F)C=1N(C=CC1)C